N-(2-((1S,3R)-3-((6-(1H-pyrazol-4-yl)-5-(trifluoromethyl)-[1,2,4]triazolo[1,5-a]pyridin-2-yl)amino)cyclohexyl)-3-oxoisoindolin-5-yl)acrylamide N1N=CC(=C1)C=1C=CC=2N(C1C(F)(F)F)N=C(N2)N[C@H]2C[C@H](CCC2)N2CC1=CC=C(C=C1C2=O)NC(C=C)=O